C1=CC=C(C=C1)COC(=O)N[C@@H](CCO)C(=O)O N-carbobenzoxy-L-homoserine